[Si](C)(C)(C(C)(C)C)O[C@H]1[C@@H](OC(=C1)CO)N1C(=O)N=C(NC(C2=CC=C(C=C2)OC)(C2=CC=C(C=C2)OC)C2=CC=CC=C2)C=C1 2'-O-tert-Butyldimethylsilyl-3',4'-didehydro-3'-deoxy-4-N-(4,4'-dimethoxytrityl)-cytidine